(4R)-4-amino-5-(4-hydroxy-3-(3-(2-(2-propiolamidoethoxy)-ethoxy)propanamido)phenyl)-2-methylpentanoic Acid N[C@H](CC(C(=O)O)C)CC1=CC(=C(C=C1)O)NC(CCOCCOCCNC(C#C)=O)=O